C1(CCCCC1)COC1=C(C(=O)N2CC3=CC(=CC=C3CC2)NC(C=C)=O)C(=CC(=C1C)O)O N-[2-[2-(Cyclohexylmethoxy)-4,6-dihydroxy-3-methyl-benzoyl]-3,4-dihydro-1H-isoquinolin-7-yl]prop-2-enamide